1-[4-(3,5-Difluoro-benzenesulfonyl)-phenyl]-3-oxazol-5-ylmethyl-urea FC=1C=C(C=C(C1)F)S(=O)(=O)C1=CC=C(C=C1)NC(=O)NCC1=CN=CO1